C(C1=CC=CC=C1)OC=1C(=C(OCC(=O)OCC2=CC=CC=C2)C=C(C1)OC)C=O benzyl 2-[3-(benzyloxy)-2-formyl-5-methoxyphenoxy]acetate